ClC=1C=C(C=C(C1)B1OC(C(O1)(C)C)(C)C)C=1COC2(CC2)CN1 6-(3-chloro-5-(4,4,5,5-tetramethyl-1,3,2-dioxaborolan-2-yl)phenyl)-4-oxa-7-azaspiro[2.5]oct-6-ene